NC=1C(=CC(=C(C1)COCC(C)[NH3+])F)OC [2-[(5-amino-2-fluoro-4-methoxy-phenyl)methoxy]-1-methyl-ethyl]ammonium